ClC1=NC=C(C(=C1)C1=C(C=NC(=C1)C)C(=O)NC=1SC(=NN1)OC)OC 2'-chloro-5'-methoxy-N-(5-methoxy-1,3,4-thiadiazol-2-yl)-6-methyl-(4,4'-bipyridine)-3-carboxamide